C(C=C)(=O)OCCCOCC1=CC=CC=C1 3-benzyloxypropyl acrylate